CCC(CCCCCCCCCCCC(CCCC)O)O nonadecane-3,15-diol